N-(3-isopropoxy-1-(oxetan-3-yl)-1H-pyrazol-4-yl)formamide C(C)(C)OC1=NN(C=C1NC=O)C1COC1